1-(tert-butyl) 2-methyl (2S,3R)-3-(((S)-1-phenylethyl)amino)pyrrolidine-1,2-dicarboxylate C1(=CC=CC=C1)[C@H](C)N[C@H]1[C@H](N(CC1)C(=O)OC(C)(C)C)C(=O)OC